[Si](O[Si](C=C)(C)C)(O[Si](C=C)(C)C)(O[Si](C=C)(C)C)O[Si](C=C)(C)C tetrakis[dimethyl(vinyl)silyl] orthosilicate